CC=1C=C(C=CC1I)[N+](=O)[O-] 3-methyl-4-iodonitrobenzene